CS(=O)(=O)OCC1O[C@@H](COC1)COC1=CC=C(C=C1)Br ((6S)-6-((4-bromophenoxy)methyl)-1,4-dioxan-2-yl)methyl methanesulfonate